C(CCCCCCCCCCCCCCCCCCC)OC(CCCCCCCCCCCCCCCC)=O.C(CCC)[Si](OC)(OC)CCCC di(n-butyl)dimethoxysilane arachidyl-heptadecanoate